NC1=C(C#N)C(=CC=C1)N1CCC2(CC2)CC1 2-amino-6-(6-azaspiro[2.5]oct-6-yl)benzonitrile